FC=1C=C(C=C(C1C=1C(=C2C(=CN1)NN=C2C=2C=NN(C2)C)OC)F)CNC 1-(3,5-difluoro-4-(4-methoxy-3-(1-methyl-1H-pyrazol-4-yl)-1H-pyrazolo[3,4-c]pyridin-5-yl)phenyl)-N-methyl-methylamine